2-[1-[(2R)-2-hydroxy-2-(2-methoxyphenyl)ethyl]-5-methyl-6-(1,3-oxazol-2-yl)-2,4-dioxo-1H,2H,3H,4H-thieno[2,3-d]pyrimidin-3-yl]-2-methylpropionic acid O[C@@H](CN1C(N(C(C2=C1SC(=C2C)C=2OC=CN2)=O)C(C(=O)O)(C)C)=O)C2=C(C=CC=C2)OC